CN(S(=O)(=O)N1C=C(C=2C1=NC(=CN2)N2CC(C1(CN(C1)C(=O)OC(C)(C)C)CC2)(F)F)I)C tert-butyl 7-[5-(dimethylsulfamoyl)-7-iodo-5H-pyrrolo[2,3-b]pyrazin-3-yl]-5,5-difluoro-2,7-diazaspiro[3.5]nonane-2-carboxylate